CCCCCCCCCCCCCC(=O)OC[C@H](COP(=O)(O)OC[C@@H](C(=O)O)N)OC(=O)CCCCC/C=C\C/C=C\C/C=C\C/C=C\CCCCC 1-tetradecanoyl-2-(7Z,10Z,13Z,16Z-docosatetraenoyl)-glycero-3-phosphoserine